(3R,2'S)-3-[(cyclopentylphenylacetyl)oxy]-1,1-dimethylpyrrolidinium bromide [Br-].C1(CCCC1)C(C(=O)O[C@H]1C[N+](CC1)(C)C)C1=CC=CC=C1